C1(C(CC1)CO)CO 2-cyclobutanedimethanol